NC(C(C(CCCCNC(OCC1=CC=CC=C1)=O)NC(=O)[C@H]1N(C[C@H](C1)N1N=NC=C1C(C)(C)O)C([C@@H](CC1CCCCC1)NC(=O)C1=CC=NC2=CC=CC=C12)=O)=O)=O Benzyl (7-amino-5-((2S,4S)-1-((R)-3-cyclohexyl-2-(quinolin-4-carboxamido)propanoyl)-4-(5-(2-hydroxypropan-2-yl)-1H-1,2,3-triazol-1-yl)pyrrolidin-2-carboxamido)-6,7-dioxoheptyl)carbamat